(2-(benzyloxy)-5-bromo-3-methoxyphenyl)methanol tert-butyl-((1-(4-(4-(1H-imidazole-1-carboxamido)-2-oxopyrimidin-1(2H)-yl)benzyl)piperidin-4-yl)methyl)carbamate C(C)(C)(C)N(C(=O)OCC1=C(C(=CC(=C1)Br)OC)OCC1=CC=CC=C1)CC1CCN(CC1)CC1=CC=C(C=C1)N1C(N=C(C=C1)NC(=O)N1C=NC=C1)=O